N1(CCNCC1)CCO 2-(piperazin-1-yl)ethan-1-ol